FC1=CC(=CC2=C1N=CS2)C(=O)N 4-fluorobenzo[d]thiazol-6-carboxamide